4-(indolin-5-yl)-1-naphthoic acid N1CCC2=CC(=CC=C12)C1=CC=C(C2=CC=CC=C12)C(=O)O